C(C1=CC=CC=C1)OC1=NC=CC=C1 (benzyloxy)pyridin